NC=1C2=C(N=CN1)N(C=C2C2=CC=C(C=C2)OC2=CC=CC=C2)C(C#N)C 2-[4-amino-5-(4-phenoxyphenyl)-7H-pyrrolo[2,3-d]pyrimidin-7-yl]propanenitrile